OC1C[C@@H](NC1)C(=O)O R-4-hydroxyproline